1-(2,4-dichlorophenyl)-trans-1-hexene ClC1=C(C=CC(=C1)Cl)\C=C\CCCC